methyl (Z)-2-[5-(2-cyclopropylcyclopropyl)-2-methyl-phenoxy]-3-methoxy-prop-2-enoate C1(CC1)C1C(C1)C=1C=CC(=C(O\C(\C(=O)OC)=C/OC)C1)C